N-cyclohexyl-1,1-bis(3-(tributylsilyl)phenyl)phosphanamine C1(CCCCC1)NP(C1=CC(=CC=C1)[Si](CCCC)(CCCC)CCCC)C1=CC(=CC=C1)[Si](CCCC)(CCCC)CCCC